2-nitro-cyclopropanecarboxamide [N+](=O)([O-])C1C(C1)C(=O)N